N,N-dimethyl-N-(3-(tris((3,4,5-trihydroxytetrahydrofuran-2-yl)methoxy)silyl)propyl)octadecan-1-aminium chloride [Cl-].C[N+](CCCCCCCCCCCCCCCCCC)(CCC[Si](OCC1OC(C(C1O)O)O)(OCC1OC(C(C1O)O)O)OCC1OC(C(C1O)O)O)C